O=C1C(CCC1)C(=O)[O-] oxocyclopentane-2-carboxylate